((1H-imidazol-4-yl)methyl)-4-(2-methyl-2',3',4',5'-tetrahydro-[1,1'-biphenyl]-4-yl)-1H-indazol-3-amine N1C=NC(=C1)CN1N=C(C2=C(C=CC=C12)C1=CC(=C(C=C1)C=1CCCCC1)C)N